8-[(1R)-1-Aminoethyl]-2-[1-(2-methoxyethyl)pyrazol-4-yl]-3,6-dimethyl-chromen-4-one N[C@H](C)C=1C=C(C=C2C(C(=C(OC12)C=1C=NN(C1)CCOC)C)=O)C